CCCCCCCCCCCCCCCCCC(=O)OC[C@H](COC(=O)CCCCCCC/C=C\\CCCCCCCC)OC(=O)CCC/C=C\\C/C=C\\C/C=C\\C/C=C\\CCCCC The molecule is a triacyl-sn-glycerol in which the acyl groups at positions 1, 2 and 3 are specifed as stearoyl, arachidonoyl and oleoyl respectively. It derives from an oleic acid, an arachidonic acid and an octadecanoic acid.